1-(3-methoxymethylsulfonylphenyl)-N-{2-[4-(methoxymethyl)-4-methylpiperidin-1-yl]phenyl}methanesulfonamide COCS(=O)(=O)C=1C=C(C=CC1)CS(=O)(=O)NC1=C(C=CC=C1)N1CCC(CC1)(C)COC